(1-(Benzo[b]thiophen-5-yl)ethenyl)tributylstannane S1C2=C(C=C1)C=C(C=C2)C(=C)[Sn](CCCC)(CCCC)CCCC